FC=1C(=CC=2C3=C(N(C2C1)CC1=C(C=C(C=C1)SC)F)C=CC=N3)OC 7-fluoro-5-(2-fluoro-4-(methylthio)benzyl)-8-methoxy-5H-pyrido[3,2-b]indole